COC1=C(CN(C=2C3=C(N=CN2)C=CC(=N3)N3[C@H](CCC3)C3=C(C=CC(=C3)F)O)CC[C@@H](C)O)C=CC(=C1)OC 2-((R)-1-(4-((2,4-dimethoxybenzyl)((R)-3-hydroxybutyl)amino)pyrido[3,2-d]pyrimidin-6-yl)tetrahydropyrrol-2-yl)-4-fluorophenol